C1(CC1)C(=O)N1CC(CC1)N1C(=NC=2C1=C1C(=NC2)N(C=C1)S(=O)(=O)C1=CC=CC=C1)C=1OC(=CC1)CO cyclopropyl(3-(2-(5-(hydroxymethyl)furan-2-yl)-6-(benzenesulfonyl)imidazo[4,5-d]pyrrolo[2,3-b]pyridin-1(6H)-yl)pyrrolidin-1-yl)methanone